3-[(2-methylpyrazol-3-yl)methyl]azetidin-3-amine TFA salt OC(=O)C(F)(F)F.CN1N=CC=C1CC1(CNC1)N